N-benzyl-N-{[4,7,10-tris(carboxymethyl)-1,4,7,10-tetraazacyclododec-1-yl]acetyl}glycine C(C1=CC=CC=C1)N(CC(=O)O)C(CN1CCN(CCN(CCN(CC1)CC(=O)O)CC(=O)O)CC(=O)O)=O